FC(CN1C(=NC2=C1C=C(C=C2)C2=CNC=1N=C(N=C(C12)OC)NC1CCC(CC1)OCCO)C)F 2-(((1r,4r)-4-((5-(1-(2,2-difluoroethyl)-2-methyl-1H-benzo[d]imidazol-6-yl)-4-methoxy-7H-pyrrolo[2,3-d]pyrimidin-2-yl)amino)cyclohexyl)oxy)ethan-1-ol